FC=1C(=C(OC2=NC=C(C(=C2C=2NC=3C=CC(=C(C3C(C2)=O)C#N)OC)C)C(F)(F)F)C=CC1F)C 2-[2-(3,4-difluoro-2-methyl-phenoxy)-4-methyl-5-(trifluoromethyl)-3-pyridyl]-6-methoxy-4-oxo-1H-quinoline-5-carbonitrile